COC(/C(/C1=C(C=CC=C1)CBr)=N/OC)=O (E)-2-(2-bromomethylphenyl)-methoxyiminoacetic acid methyl ester